CC1([C@@H]2CC=C([C@H]1C2)C(CCC=C)O)C 1-((1s,5r)-6,6-dimethylbicyclo[3.1.1]hept-2-en-2-yl)pent-4-en-1-ol